[6-(4-Methylsulfonylphenyl)-2-azaspiro[3.3]heptan-2-yl]-[(3S)-3-(4H-1,2,4-triazol-3-yl)pyrrolidin-1-yl]methanone CS(=O)(=O)C1=CC=C(C=C1)C1CC2(CN(C2)C(=O)N2C[C@H](CC2)C2=NN=CN2)C1